C(CCCCCCCCCCCCCCCCC)C(NC)CCCCCCCCCCCCCCCCCC distearyldimethyl-amine